C(CCCCCCC)OCCCCCCCC monon-octyl ether